COC=1C=C(C=CC1OC)C=1CCNCC1 4-(3,4-Dimethoxyphenyl)-1,2,3,6-tetrahydropyridine